OC1CCN(CC1)C=1C(=CC(=NC1)NC=1C=CC(=C2CNC(C12)=O)C1=C2C(=NC=C1)N(C=C2)C)OC 7-((5-(4-hydroxypiperidin-1-yl)-4-methoxypyridin-2-yl)amino)-4-(1-methyl-1H-pyrrolo[2,3-b]pyridin-4-yl)isoindolin-1-one